C(CN(C([SH-]CCC)=S)CCC)N(C([SH-]CCC)=S)CCC ethylenebis(dipropyldithiocarbamate)